ClP(=O)(OC1=CC=CC2=CC=CC=C12)N[C@@H](C)C(=O)OC methyl N-(chloro (1-naphthoxy) phosphoryl)-L-alaninate